NC=1C=2N(C=CN1)C(=NC2C2=CC=C(C(=O)NC1=NC=CC(=C1)C#N)C=C2)[C@H]2N(CCC2)C(\C=C\COC)=O (S,E)-4-(8-amino-3-(1-(4-methoxybut-2-enoyl)pyrrolidin-2-yl)imidazo[1,5-a]pyrazin-1-yl)-N-(4-cyanopyridin-2-yl)benzamide